FC(OC1=CC(=NC=C1F)N1[C@H]([C@H](CC1)NS(=O)(=O)C)CO[C@@H]1CC[C@@H](CC1)C1=CC=CC=C1)F N-((2R,3S)-1-(4-(difluoromethoxy)-5-fluoropyridin-2-yl)-2-((((CIS)-4-phenylcyclohexyl)oxy)methyl)pyrrolidin-3-yl)methanesulfonamide